N-(1-methylpyrazol-4-yl)-5-(2,2,2-trifluoroethyl)pyrimido[5,4-b]indol-2-amine CN1N=CC(=C1)NC=1N=CC=2N(C=3C=CC=CC3C2N1)CC(F)(F)F